FC(COC1=CC(=C(N)C=C1F)F)F 4-(2,2-difluoroethoxy)-2,5-difluoroaniline